Methyl 4-[3-[2,6-dichloro-4-(1-methylindazol-5-yl)benzoyl]-2,4-dihydro-1,3-benzoxazin-8-yl]-5-fluoro-2-(3-oxa-8-azabicyclo[3.2.1]octan-8-yl)benzoate ClC1=C(C(=O)N2COC3=C(C2)C=CC=C3C3=CC(=C(C(=O)OC)C=C3F)N3C2COCC3CC2)C(=CC(=C1)C=1C=C2C=NN(C2=CC1)C)Cl